Ethyl (2R)-2-methyl-2-([1-(1-methyl-1H-indazol-7-yl)-5-[3-(2-methylpropoxy)phenyl]-1H-pyrazol-3-yl]methoxy)butanoate C[C@](C(=O)OCC)(CC)OCC1=NN(C(=C1)C1=CC(=CC=C1)OCC(C)C)C=1C=CC=C2C=NN(C12)C